(Z)-1,1,2,3-tetrafluoro-2-propene FC(/C(=C/F)/F)F